tert-butyl 5-[(tert-butyldimethylsilyl)oxy]-2-(2,6-difluoropyridin-3-yl)-1H-indole-1-carboxylate [Si](C)(C)(C(C)(C)C)OC=1C=C2C=C(N(C2=CC1)C(=O)OC(C)(C)C)C=1C(=NC(=CC1)F)F